N1N=C(C=C1)C1=C(NC=C1)C=1C(=C2C=CNC2=CC1)NC(=O)C1(CC1)C(F)F N-(5-(3-(1H-pyrazol-3-yl)-1H-pyrrol-2-yl)-1H-indol-4-yl)-1-(difluoromethyl)cyclopropane-1-carboxamide